COC1=CC=C2C(=CN(C2=C1)CCCCCCCC(=O)OC(C)(C)C)C=1SC=C(N1)C1=C(NC2=CC=C(C=C12)OC)C tert-butyl 8-(6-methoxy-3-(4-(5-methoxy-2-methyl-1H-indol-3-yl)thiazol-2-yl)-1H-indol-1-yl)octanoate